methyl (R,E)-3-(3-(N-((4'-(dimethylamino)-3-fluoro-[1,1'-biphenyl]-4-yl)methyl-d)cyclohexanecarboxamido)phenyl)acrylate CN(C1=CC=C(C=C1)C1=CC(=C(C=C1)[C@H](N(C(=O)C1CCCCC1)C=1C=C(C=CC1)/C=C/C(=O)OC)[2H])F)C